9-azabicyclo[3.3.1]Nonan-3-ol C12CC(CC(CCC1)N2)O